1-(ethylsulfonyl)piperidine C(C)S(=O)(=O)N1CCCCC1